(R)-2-fluoro-4-(5-(methyl-d3)-1,3,4-thiadiazol-2-yl)-N-(3-methylthieno[3,2-c]pyridin-4-yl)-N-(piperidin-3-yl)benzamide FC1=C(C(=O)N([C@H]2CNCCC2)C2=NC=CC3=C2C(=CS3)C)C=CC(=C1)C=1SC(=NN1)C([2H])([2H])[2H]